1-(4-((4-(3-(4-(aminomethyl)-4-hydroxypiperidine-1-carbonyl)phenyl)-5-fluoropyrimidin-2-yl)amino)piperidin-1-yl)ethan-1-one NCC1(CCN(CC1)C(=O)C=1C=C(C=CC1)C1=NC(=NC=C1F)NC1CCN(CC1)C(C)=O)O